fluoro-3,4,5,6-tetrahydro-[1,1'-biphenyl] FC1=C(CCCC1)C1=CC=CC=C1